F[C@H]1C[C@H](N2N=C(N=C21)CCC)C2=CC=CC=C2 cis-7-fluoro-5-phenyl-2-propyl-6,7-dihydro-5H-pyrrolo[1,2-b][1,2,4]triazole